ClC=1C=C2C=NNC2=CC1/C=C/C(=O)NC1CCC2=CC=CC=C12 (E)-3-(5-chloro-1H-indazol-6-yl)-N-(2,3-dihydro-1H-inden-1-yl)acrylamide